NCCNCCN 2-Amino-1-(2-amino-ethylamino)ethane